Carboxycarbon C(=O)(O)[C]